C(C)OC1OCC(O1)C(F)(F)F 2-ethoxy-4-(trifluoromethyl)-1,3-dioxolane